C(C)(C)(C)C=1C=C(C(=O)NC=2C=C(C(=NC2)Cl)NC(OC(C)(C)C)=O)C=CC1 t-butyl (5-(3-(t-butyl)benzamido)-2-chloropyridin-3-yl)carbamate